benzo[de]quinolin-2(3H)-one N1C(CC2=C3C(C=CC=C13)=CC=C2)=O